8-[(1R)-1-(2,4-difluoro-6-methylsulfonyl-anilino)ethyl]-3,6-dimethyl-2-morpholino-quinazolin-4-one FC1=C(N[C@H](C)C=2C=C(C=C3C(N(C(=NC23)N2CCOCC2)C)=O)C)C(=CC(=C1)F)S(=O)(=O)C